2-(hydroxymethyl)-3-vinyltetrahydrofuran-3,4-diol OCC1OCC(C1(O)C=C)O